CC1CCCC2=CC(NN=C12)=O 8-methyl-5,6,7,8-tetrahydrocinnolin-3(2H)-one